BrC1=CC(=C(C=C1)CC(=O)[O-])OCC=1C=C(C2=C(C(=CO2)C(F)(F)F)C1)C1=C(C(=NC=C1)CNS(=O)C(C)(C)C)F 2-(4-bromo-2-((7-(2-((1,1-dimethylethylsulfinamido)methyl)-3-fluoropyridin-4-yl)-3-(trifluoromethyl)benzofuran-5-yl)methoxy)phenyl)acetate